C(C)C=1C(=CC(=C(C1)O)F)C1=CC=C2C(=NNC2=C1)I 5-ethyl-2-fluoro-4-(3-iodo-1H-indazol-6-yl)phenol